C(#N)CC(C)(C1=CN=C(N1)C1=C(C=CC(=C1)OC=1C(=C2C=CNC2=CC1F)F)F)C=1C=C(C=CC1)CCC(=O)O 3-(3-(1-cyano-2-(2-(5-((4,6-difluoro-1H-indol-5-yl)oxy)-2-fluorophenyl)-1H-imidazol-5-yl)propan-2-yl)phenyl)propanoic acid